2,3,5-trimethyl-6-butylpyrazine CC1=NC(=C(N=C1C)C)CCCC